BrC1=CC=2C3=C(C(N(C3=C1)C(=O)OC(C)(C)C)=O)C=CC2 tert-butyl 7-bromo-2-oxo-benzo[cd]indole-1-carboxylate